(S)-1-propyl-3-phenyl-1,2,3,4-tetrahydroquinoxaline C(CC)N1C[C@@H](NC2=CC=CC=C12)C1=CC=CC=C1